1-(4-(5-AZASPIRO[2.3]HEXAN-5-YL)PYRIDIN-2-YL)-N-(6-METHOXY-1-METHYL-1H-PYRAZOLO[4,3-C]PYRIDIN-7-YL)-1H-PYRAZOLE-4-SULFONAMIDE C1CC12CN(C2)C2=CC(=NC=C2)N2N=CC(=C2)S(=O)(=O)NC=2C1=C(C=NC2OC)C=NN1C